cis-2-octenoate potassium salt [K+].C(\C=C/CCCCC)(=O)[O-]